FC(C)(CN[C@@H](CC1=CNC2=CC=C(C=C12)C)C)F (R)-2,2-difluoro-3-((1-(5-methyl-1H-indol-3-yl)propan-2-yl)amino)propane